Cl.FC(C1C2CN(CC12)C=1C=2N(C3=CC=C(C=C3N1)C(=O)O)C=CC2)(F)F 4-(6-(Trifluoromethyl)-3-azabicyclo[3.1.0]hexan-3-yl)pyrrolo[1,2-a]quinoxaline-7-carboxylic acid hydrochloride